FC1=C2C(=C(C=3N=C(NC31)[C@@H]3NC[C@H](C3)O)F)CC(C2)CN2CCC3(CNC(O3)=O)CC2 8-[[4,8-difluoro-2-[(2R,4S)-4-hydroxypyrrolidin-2-yl]-3,5,6,7-tetrahydrocyclopenta[f]benzimidazol-6-yl]methyl]-2-oxo-1-oxa-3,8-diazaspiro[4.5]decan